FC1([C@@H](CN(C1)C1COC1)NC1=NN2C(C(=N1)OC)=C(C(=C2)F)C=2C=CC1=C(N(N=N1)CC(F)F)C2)F (R)-N-(4,4-difluoro-1-(oxetan-3-yl)pyrrolidin-3-yl)-5-(1-(2,2-difluoroethyl)-1H-benzo[d][1,2,3]triazol-6-yl)-6-fluoro-4-methoxypyrrolo[2,1-f][1,2,4]triazin-2-amine